BrC=1C=CC=C2C(=CC(=NC12)O)CN1CCCC1 8-bromo-4-(pyrrolidin-1-ylmethyl)quinolin-2-ol